3-amino-6-iodobenzoic acid NC=1C=C(C(=O)O)C(=CC1)I